(R)-5-(2-(dimethylamino)ethoxy)-2-methyl-N-(1-(2-(2-methyl-2H-tetrazol-5-yl)quinolin-4-yl)ethyl)benzamide CN(CCOC=1C=CC(=C(C(=O)N[C@H](C)C2=CC(=NC3=CC=CC=C23)C=2N=NN(N2)C)C1)C)C